{4-(Naphthalen-1-yl)phenyl}-{4-(naphthalen-2-yl)phenyl}amine C1(=CC=CC2=CC=CC=C12)C1=CC=C(C=C1)NC1=CC=C(C=C1)C1=CC2=CC=CC=C2C=C1